O1CC(CCC1)OCC1=NN=C(S1)N (((tetrahydro-2H-pyran-3-yl)oxy)methyl)-1,3,4-thiadiazol-2-amine